N4,N4-Dimethylpiperidine-1,4-disulfonamide CN(S(=O)(=O)C1CCN(CC1)S(=O)(=O)N)C